(3'-hydroxy-1,4-dihydro-1'H,2H-spiro[isoquinoline-3,4'-piperidin]-1'-yl)[4-(3-oxa-8-azabicyclo[3.2.1]oct-8-ylcarbonyl)phenyl]methanone OC1CN(CCC12NCC1=CC=CC=C1C2)C(=O)C2=CC=C(C=C2)C(=O)N2C1COCC2CC1